C(C)(=O)Cl acetyl chloride